N-(tert-butyldimethylsilyl)-4,5-dichloro-N'-((4-fluoro-2,6-diisopropyl-phenyl)carbamoyl)thiophene-2-sulfonimidamide [Si](C)(C)(C(C)(C)C)NS(=O)(=NC(NC1=C(C=C(C=C1C(C)C)F)C(C)C)=O)C=1SC(=C(C1)Cl)Cl